CC(CC)NCCC (but-2-yl)(propyl)amine